2-[4-[4-(5-Ethyl-1,2,4-oxadiazol-3-yl)benzoyl]piperazin-1-yl]-3H-quinazolin-4-one C(C)C1=NC(=NO1)C1=CC=C(C(=O)N2CCN(CC2)C2=NC3=CC=CC=C3C(N2)=O)C=C1